FC(C=1C=C(C=CC1)N1N=CC(=C1)C=O)(F)F 1-[3-(trifluoromethyl)phenyl]pyrazole-4-carbaldehyde